C(C)S(=O)(=NC1=NC(=NC(=C1)N1[C@@H](COCC1)C)C1=C2C(=NC=C1)NC=C2)CC diethyl-({6-[(3R)-3-methylmorpholin-4-yl]-2-{1H-pyrrolo[2,3-b]-pyridin-4-yl}pyrimidin-4-yl}imino)-λ6-sulfanone